N-(4-Methoxyphenyl)-1-methyl-1,2-dihydro-3H-benzo[e]indole-3-carboximidamide COC1=CC=C(C=C1)NC(=N)N1CC(C=2C3=C(C=CC12)C=CC=C3)C